6-bromo-3-methyl-2-phenylquinoxaline BrC=1C=C2N=C(C(=NC2=CC1)C1=CC=CC=C1)C